3-morpholinobicyclo[1.1.1]pentan-1-ol O1CCN(CC1)C12CC(C1)(C2)O